3-(2,2-difluoroethyl)-1-ethyl-5-(2-(4-methyl-2-(trifluoromethyl)pyrimidin-5-yl)-2,8-diazaspiro[4.5]decan-8-yl)-1,3-dihydro-2H-imidazo[4,5-b]pyrazin-2-one FC(CN1C(N(C2=NC=C(N=C21)N2CCC1(CCN(C1)C=1C(=NC(=NC1)C(F)(F)F)C)CC2)CC)=O)F